1-Isopropyl-3,3,7-trimethyl-5-(3-methylbut-2-en-1-yl)octahydrobenzo[c]isoxazol C(C)(C)N1OC(C2C1C(CC(C2)CC=C(C)C)C)(C)C